N[C@@H](CO)[C@H](\C=C\CCCCCCCCCCCCC)O (2S,3S,4E)-2-aminooctadec-4-ene-1,3-diol